(R)-1-(2,2-dimethyl-2,3-dihydrobenzofuran-4-yl)ethan-1-amine hydrochloride Cl.CC1(OC2=C(C1)C(=CC=C2)[C@@H](C)N)C